C(CCC#C)OCC1=CC=CC=C1 ((pent-4-yn-1-yloxy)methyl)benzene